taurine-cyanide NCCS(=O)(=O)C#N